tert-butyl 7'-bromo-4'-hydroxyspiro[azetidine-3,2'-chroman]-1-carboxylate BrC1=CC=C2C(CC3(OC2=C1)CN(C3)C(=O)OC(C)(C)C)O